CN(C(CCCCCCCCC)CCCCCCC\C=C/CCCCCCCC)CCSSCCN(CCCCCCCC\C=C/CCCCCCCC)C (Z)-N-methyl-N-(2-((2-(methyl((Z)-octadec-9-en-1-yl)amino)ethyl)disulfaneyl)ethyl)heptacos-18-en-10-amine